CN1N=C(C=C1C)NC1=NC=C(C(=N1)C1=CNC2=C(C=CC=C12)N1C(C2=CC=CC(=C2C1)C=1SC(=CC1)C)=O)C 2-(3-(2-((1,5-dimethyl-1H-pyrazol-3-yl)amino)-5-methylpyrimidin-4-yl)-1H-indol-7-yl)-4-(5-methylthiophene-2-yl)isoindolin-1-one